L-lysine aminoethyl ester NCCOC([C@@H](N)CCCCN)=O